triisopropyl-((8-(4,5-dioxaborolan-2-yl)naphthalen-1-yl)ethynyl)silane C(C)(C)[Si](C#CC1=CC=CC2=CC=CC(=C12)C1BOOC1)(C(C)C)C(C)C